5-[2-amino-9-[(4-amino-2,6-difluoro-phenyl)methyl]purin-6-yl]pyridine-3-carbonitrile NC1=NC(=C2N=CN(C2=N1)CC1=C(C=C(C=C1F)N)F)C=1C=C(C=NC1)C#N